CN1N=NN=C1\C(\C1=CC=CC=C1)=N/OCC1=CC=CC(=N1)NC(OC(C)(C)C)=O tertbutyl N-[6-[[(Z)-[(1-methyltetrazol-5-yl)-phenyl-methylene]-amino]oxymethyl]-2-pyridyl]carbamate